FC1(OC2=C(O1)C=CC(=C2)[C@H](C)OC=2C=C(C=NC2)C2C=1C(=NNC1C(CC2)=O)C(F)(F)F)F [5-[(1S)-1-(2,2-difluoro-1,3-benzodioxol-5-yl)ethoxy]-3-pyridinyl]-3-(trifluoromethyl)-5,6-dihydro-4H-indazol-7-one